NCCCCN([C@H]1CCCC=2C=CC=NC12)C[C@@H]1N(CC2=CC=CC(=C2C1)N1CCOCC1)C(=O)OC(C)(C)C tert-Butyl (R)-3-(((4-aminobutyl)((S)-5,6,7,8-tetrahydroquinolin-8-yl)amino)methyl)-5-morpholino-3,4-dihydroisoquinoline-2(1H)-carboxylate